(S)-7-(8-chloronaphthalen-1-yl)-2-((1-methylpyrrolidin-2-yl)methoxy)-5,6,7,8-tetrahydropyrido[3,4-d]pyrimidin-4-yl 4-methylbenzenesulfonate CC1=CC=C(C=C1)S(=O)(=O)OC=1C2=C(N=C(N1)OC[C@H]1N(CCC1)C)CN(CC2)C2=CC=CC1=CC=CC(=C21)Cl